O=C1NCCC(N1)=O 2,4-dioxo-1,3-diazinan